C(C)N(CC(=O)O)C=C Ethyl-vinyl-glycine